C(C)(C)(C)OC(=O)N1C2CN(CC1C2)C=2C1=C(N=C(N2)SC)C(=C(N=C1C#CC)Cl)F 3-(7-chloro-8-fluoro-2-(methylthio)-5-(propynyl)pyrido[4,3-d]pyrimidin-4-yl)-3,6-diazabicyclo[3.1.1]heptane-6-carboxylic acid tert-butyl ester